O=C1NC=CC(=C1)C(=O)NC=1SC2=C(N1)C=CC(=C2)C(=O)O 2-(2-oxo-1,2-dihydropyridine-4-carboxamido)benzo[d]thiazole-6-carboxylic acid